benzazolate N1C(=CC2=C1C=CC=C2)C(=O)[O-]